ClC1=C(C=C2C=C(N=CC2=C1)NC(=O)[C@@H]1CC12CCOCC2)[C@@H]2CC[C@@H](CC2)N2CC(C2)OC (1R)-N-(7-chloro-6-(cis-4-(3-methoxyazetidin-1-yl)cyclohexyl)isoquinolin-3-yl)-6-oxaspiro[2.5]octane-1-carboxamide